ClC1=CC2=C(N=C(O2)OC2=CC=C(OC(C(=O)O)C)C=C2)C=C1 2-{4-[(6-chloro-1,3-benzoxazol-2-yl)oxy]phenoxy}propanoic acid